N1(C=CC=C1)P(OC1=C(C2=CC=CC=C2C=C1)C1=C(C=CC2=CC=CC=C12)OP(N1C=CC=C1)N1C=CC=C1)N1C=CC=C1 2,2'-bis((di(1H-pyrrol-1-yl)phosphanyl)oxy)-1,1'-binaphthalene